4-(((tert-butyldimethylsilyl)oxy)methyl)-N'-((3-chloro-4-cyano-2-methylphenyl)-D-threonyl)benzoyl-hydrazine [Si](C)(C)(C(C)(C)C)OCC1=CC=C(C(=O)NNC([C@H](NC2=C(C(=C(C=C2)C#N)Cl)C)[C@@H](O)C)=O)C=C1